3-methyl-6,7-dihydro[1,2]oxazolo[4,5-C]pyridin-4(5H)-one CC1=NOC2=C1C(NCC2)=O